benzo[d]isothiazol-3(2H)-one 1,1-dioxid S1(NC(C2=C1C=CC=C2)=O)(=O)=O